3-(Benzoyloxy)-8-methyl-8-azabicyclo[3.2.1]octane-2-carboxylic acid C(C1=CC=CC=C1)(=O)OC1C(C2CCC(C1)N2C)C(=O)O